(2,6-dichloropyridin-4-yl)methyl N-(tert-butoxycarbonyl)-N-(2-(1-trityl-1H-imidazol-4-yl)ethyl)glycinate C(C)(C)(C)OC(=O)N(CC(=O)OCC1=CC(=NC(=C1)Cl)Cl)CCC=1N=CN(C1)C(C1=CC=CC=C1)(C1=CC=CC=C1)C1=CC=CC=C1